2-Amino-4-(hydroxymethylphosphinyl)butyric acid ammonium salt [NH4+].NC(C(=O)[O-])CCP(=O)CO